N[C@H](C(=O)N1[C@@H](C2=CC(=CC=C2C1)[N+](=O)[O-])C(=O)NC1=C(C=CC=C1F)F)C1CCOCC1 (S)-2-((S)-2-amino-2-(tetrahydro-2H-pyran-4-yl)acetyl)-N-(2,6-difluorophenyl)-6-nitroisoindoline-1-carboxamide